(2S,6R*)-4-[(tert-butoxy)carbonyl]-6-methoxy-6-methyl-1,4-oxazepane C(C)(C)(C)OC(=O)N1CCOC[C@](C1)(C)OC |o1:12|